COCOC1=C(C=C(C=C1)F)C(=CC(=O)O)C1=CC=CC=C1 3-(2-methoxymethoxy-5-fluorophenyl)-3-phenyl-acrylic acid